3-[6-imino-3-(4-fluorophenyl)pyridazin-1-yl]propionic acid N=C1C=CC(=NN1CCC(=O)O)C1=CC=C(C=C1)F